C(C)C1N(CCOC1)CC(=O)NC=1C=C(C(=NC1)C)NC(=O)C=1N=NN2C1C=CC(=C2)C=2C=NN(C2)C N-[5-[[2-(3-ethylmorpholin-4-yl)acetyl]amino]-2-methyl-3-pyridyl]-6-(1-methylpyrazol-4-yl)triazolo[1,5-a]pyridine-3-carboxamide